tert-butyl N-[(9R,10E)-9-ethyl-3-methyl-8-oxo-3,4,7,15-tetraazatricyclo[12.3.1.02,6]octadeca-1(18),2(6),4,10,14,16-hexaen-13-yl]carbamate C(C)[C@H]\1C(NC=2C=NN(C2C=2C=CN=C(C(C/C=C1)NC(OC(C)(C)C)=O)C2)C)=O